FC=1C(=NC=C(C(=O)O)C1)OCCOC1OCCCC1 5-fluoro-6-(2-((tetrahydro-2H-pyran-2-yl)oxy)ethoxy)nicotinic acid